(R)-N-(4-(4-methyl-3-oxo-3,4-dihydro-2H-benzo[b][1,4]oxazin-7-yl)-5,6,7,8-tetrahydroisoquinolin-8-yl)propanamide CN1C2=C(OCC1=O)C=C(C=C2)C2=CN=CC=1[C@@H](CCCC21)NC(CC)=O